(5,5,8,8-tetramethyl-6,7-dihydro-1H-cyclopenta[b]naphthalen-1-yl)zirconium dichloride [Cl-].[Cl-].CC1(C=2C=C3C(=CC2C(CC1)(C)C)C(C=C3)[Zr+2])C